5-[4-phenyl-5-(trifluoromethyl)thiophen-2-yl]-3-[3-(trifluoromethyl)phenyl]1,2,4-oxadiazole C1(=CC=CC=C1)C=1C=C(SC1C(F)(F)F)C1=NC(=NO1)C1=CC(=CC=C1)C(F)(F)F